BrC1=CC(=NC=C1)C1(CC1)C(C)(C)O 2-(1-(4-bromopyridin-2-yl)cyclopropyl)propan-2-ol